Methyl 4-[4-[[2-[2-[tert-butoxycarbonyl(cyclopropylmethyl)amino]-4-pyridyl]oxazole-4-carbonyl]amino]-3-carbamoyl-pyrazol-1-yl]benzoate C(C)(C)(C)OC(=O)N(C1=NC=CC(=C1)C=1OC=C(N1)C(=O)NC=1C(=NN(C1)C1=CC=C(C(=O)OC)C=C1)C(N)=O)CC1CC1